(2R,3s)-2-methyl-3-(methylsulfonylmethyl)azetidine TFA salt OC(=O)C(F)(F)F.C[C@H]1NC[C@@H]1CS(=O)(=O)C